C(C1=CC=CC=C1)OC1=C(C(=O)NC2=NC=CC=C2)C=CC=C1 2-benzyloxy-N-(pyridin-2-yl)benzamide